BrCC(=O)C1=CC=C(C=C1)N1CCCC1 2-Bromo-4'-(1-pyrrolidinyl)acetophenone